Vinylidene fluoride carbonate C(O)(O)=O.C(=C)(F)F